CN(CCC(CCCCCCCCC\C=C/CCCCCC(=O)OC)CCCCCCCCC)C methyl (Z)-18-(2-(dimethylamino)-ethyl)heptacos-7-enoate